2-CHLORO-6-METHOXY-4-(METHOXYMETHYL)PHENYLBORONIC ACID ClC1=C(C(=CC(=C1)COC)OC)B(O)O